FC1=C(C(=CC(=C1)OC)F)[C@H]1[C@@H](C(NC1)=O)NC=1OC(=NN1)C1=CC=C(C=C1)OC1=NC=CN=C1 (3s,4r)-4-(2,6-difluoro-4-methoxyphenyl)-3-({5-[4-(pyrazin-2-yloxy)phenyl]-1,3,4-oxadiazol-2-yl}amino)pyrrolidin-2-one